C([C@H]([C@H]([C@@H]([C@H]([13CH2]O)O)O)O)O)O The molecule is a glucitol that is D-glucitol in which the carbon at position 1 is the (13)C isotope. It is a glucitol and a (13)C-modified compound.